4-chloro-3-[(3-nitrophenyl)amino]sulfonyl-benzoic acid ClC1=C(C=C(C(=O)O)C=C1)S(=O)(=O)NC1=CC(=CC=C1)[N+](=O)[O-]